tert-butyl 2-amino-3-(pyridin-1-yl)propanoate NC(C(=O)OC(C)(C)C)CN1CC=CC=C1